ClC=1C=C(OC2=NC3=CC(=C(C=C3C=C2)C(=O)N)OC)C=C(C1)N1N=CC=C1 (3-chloro-5-(1H-pyrazol-1-yl)phenoxy)-7-methoxyquinoline-6-carboxamide